4-(methylamino)pyridin-3-ylboronic acid CNC1=C(C=NC=C1)B(O)O